FC1=C(OC2=C(C=C(C(=O)NC3CCN(CC3)C(=O)OC(C)(C)C)C=C2)C=2C3=C(C(N(C2)C)=O)NC=C3)C=CC(=C1)F tert-butyl 4-{[4-(2,4-difluorophenoxy)-3-(6-methyl-7-oxo-6,7-dihydro-1H-pyrrolo[2,3-c]pyridin-4-yl)benzoyl] amino}piperidine-1-carboxylate